1-Cyclobutyl-N-((2-(6-cyclopropyl-4-(4-fluoro-2-(4-methyl-4H-1,2,4-triazol-3-yl)phenyl)pyridin-2-yl)-7-methylbenzo[d]oxazol-5-yl)methyl)methanamine C1(CCC1)CNCC=1C=C(C2=C(N=C(O2)C2=NC(=CC(=C2)C2=C(C=C(C=C2)F)C2=NN=CN2C)C2CC2)C1)C